C(CCCCC)OC(CCC(=O)O)=O succinic acid mono-n-hexyl ester